ethyl-5-bromopentanoic acid C(C)C(C(=O)O)CCCBr